(2S,5S)-4-(3-chlorobicyclo[1.1.1]pentane-1-carbonyl)-2,3,4,5-tetrahydro-2,5-methanopyrido[3,4-f][1,4]oxazepine-9-carbonitrile ClC12CC(C1)(C2)C(=O)N2C[C@H]1OC3=C([C@@H]2C1)C=NC=C3C#N